5'-bromo-1'-(4-chloro-3-fluorophenyl)-3,3-difluoro-1',2'-dihydrospiro[cyclobutane-1,3'-pyrrolo[3,2-b]pyridine] BrC1=CC=C2C(=N1)C1(CN2C2=CC(=C(C=C2)Cl)F)CC(C1)(F)F